7-amino-8-(3-hydroxy-2-methylphenyl)-2-methyl-imidazo[1,2-a]pyridine-6-carboxamide NC1=C(C=2N(C=C1C(=O)N)C=C(N2)C)C2=C(C(=CC=C2)O)C